N[C@@H](CC#N)CO (S)-3-amino-4-hydroxybutanenitrile